Phenylethyl alcohol 1-Allyl-hexanoate C(C=C)C(C(=O)OCCC1=CC=CC=C1)CCCC